CC=1C=C(C(=O)O)C=C(C1Cl)C 3,5-dimethyl-4-chlorobenzoic acid